(S)-2-fluoro-4-nitro-3-((oxetan-2-ylmethyl)amino)benzoic acid tert-butyl ester C(C)(C)(C)OC(C1=C(C(=C(C=C1)[N+](=O)[O-])NC[C@H]1OCC1)F)=O